2-(1-(t-Butoxycarbonyl)azetidin-3-yl)-4-hydroxybutyric acid C(C)(C)(C)OC(=O)N1CC(C1)C(C(=O)O)CCO